3,4-dimethoxy-3-cyclobutene-1,2-dione COC=1C(C(C1OC)=O)=O